1-(4-(8-amino-3-(3-methoxypropyl)imidazo[1,5-a]pyrazin-1-yl)-2-fluorophenyl)-3-(4-((4-methylpiperazin-1-ylmethyl)methyl)-3-(trifluoromethyl)phenyl)urea NC=1C=2N(C=CN1)C(=NC2C2=CC(=C(C=C2)NC(=O)NC2=CC(=C(C=C2)CCN2CCN(CC2)C)C(F)(F)F)F)CCCOC